tert-butyl N-[1-(2-bromophenyl)cyclopropyl]carbamate BrC1=C(C=CC=C1)C1(CC1)NC(OC(C)(C)C)=O